FC1=CC=C(CN(S(=O)(=O)C2=CC=C(C=C2)C)C#COC(C2=C(C=CC=C2)N2C=CC=C2)=O)C=C1 ((N-(4-fluorobenzyl)-4-tolylsulfonamido)ethynyl)-2-(1H-pyrrol-1-yl)benzoate